(5-(8-fluoro-[1,2,4]triazolo[1,5-a]pyridin-2-yl)-8-(methylamino)pyrido[3,4-c]pyridazin-3-yl)cyclopropanecarboxamide FC=1C=2N(C=CC1)N=C(N2)C2=CN=C(C=1N=NC(=CC12)C1(CC1)C(=O)N)NC